[Cl-].C(C(C)C)C1=CC=C(C=C1)[I+]C1=CC=C(C=C1)C (4-isobutylphenyl)(p-tolyl)iodonium chloride